NC1=C(C(=CC2=C(N(N=C12)C)C)C(F)(F)F)C1=CC=CN2C(=CC(=C12)\C=C\OCC)C(=O)C1=CC(=C(C(=C1)F)F)F (E)-(8-(7-amino-2,3-dimethyl-5-(trifluoromethyl)-2H-indazol-6-yl)-1-(2-ethoxyvinyl)indolizin-3-yl)(3,4,5-trifluorophenyl)methanone